2-bromo-6-(3-(difluoromethoxy)tetrahydrofuran-3-yl)pyridine BrC1=NC(=CC=C1)C1(COCC1)OC(F)F